COC=1C=C2C(=NC=NC2=CC1OC)OC1=CC(=C(C=C1)C(C(=O)OCC)=O)O ethyl 2-(4-((6,7-dimethoxyquinazolin-4-yl) oxy)-2-hydroxyphenyl)-2-oxoacetate